COC1=CC=C(CN(C=2C=3N(C=C(N2)C=2C=C(C#N)C=CC2)N=C(N3)C=O)CC3=CC=C(C=C3)OC)C=C1 3-(8-(bis(4-methoxybenzyl)amino)-2-formyl-[1,2,4]triazolo[1,5-a]pyrazin-6-yl)benzonitrile